5-[2-(4-benzo[d]isoxazol-3-yl-piperidin-1-yl)-ethyl]-2,3-dimethyl-5H-pyrazolo[1,5-a]pyrazin-4-one O1N=C(C2=C1C=CC=C2)C2CCN(CC2)CCN2C(C=1N(C=C2)N=C(C1C)C)=O